3-({3-fluoro-4-[5-(trifluoromethyl)-1,2,4-oxadiazol-3-yl]phenyl}methoxy)-5-methoxypyridazine FC=1C=C(C=CC1C1=NOC(=N1)C(F)(F)F)COC=1N=NC=C(C1)OC